2-(4-(6-(4-Chloro-2-fluorobenzyloxy)pyridin-2-yl)-3-fluorobenzyl)-1-(oxazol-5-ylmethyl)-1H-benzo[d]imidazol ClC1=CC(=C(COC2=CC=CC(=N2)C2=C(C=C(CC3=NC4=C(N3CC3=CN=CO3)C=CC=C4)C=C2)F)C=C1)F